[Si](C)(C)(C(C)(C)C)C#CC1=CSC2=C1C(=NC=C2)N(C(C2=C(C=C(C=C2)C=2N=NN(C2)C)F)=O)[C@H]2CN(CCC2)C(=O)OC(C)(C)C tert-butyl (R)-3-(N-(3-((tert-butyldimethylsilyl)ethynyl)thieno[3,2-c]pyridin-4-yl)-2-fluoro-4-(1-methyl-1H-1,2,3-triazol-4-yl)benzamido)piperidine-1-carboxylate